2-(4-tert-butylphenylethynyl)acetophenone C(C)(C)(C)C1=CC=C(C=C1)C#CCC(=O)C1=CC=CC=C1